FC=1C=C(C=CC1N1CCN(CC1)C)N1C=NC(=C1)NC=1N=CC(=NC1)C#N 5-((1-(3-Fluoro-4-(4-methylpiperazin-1-yl)phenyl)-1H-imidazol-4-yl)amino)pyrazine-2-carbonitrile